C(C)(C)(C)C=1C=C(C=C(C1O)C(C)(C)C)CCC(=O)OC(CN1C(CC(CC1(C)C)OC(CCC1=CC(=C(C(=C1)C(C)(C)C)O)C(C)(C)C)=O)(C)C)CC 1-[2-{3-(3,5-Di-t-butyl-4-hydroxyphenyl)propionyloxy}butyl]-4-[3-(3,5-di-t-butyl-4-hydroxyphenyl)propionyloxy]2,2,6,6-tetraMethylpiperidine